LITHIUM nitrate [N+](=O)([O-])[O-].[Li+]